C1(CC1)CN1C(=NC2=NC=C(C=C21)C=2C(=NOC2C)C)C 4-(1-(cyclopropylmethyl)-2-methyl-1H-imidazo[4,5-b]pyridin-6-yl)-3,5-dimethylisoxazole